5-bromo-1-[5-(3-methyltriazol-4-yl)-3-pyridyl]-6-oxo-pyridazine-3-carboxylate BrC1=CC(=NN(C1=O)C=1C=NC=C(C1)C=1N(N=NC1)C)C(=O)[O-]